2-((1R,5S,6s)-3-benzyl-3-azabicyclo[3.1.0]hex-6-yl)acetic acid methyl ester COC(CC1[C@@H]2CN(C[C@H]12)CC1=CC=CC=C1)=O